[Si](C)(C)(C(C)(C)C)OC(CN(C(OC(C)(C)C)=O)C)C(C(=O)NC(COCC1=CC=C(C=C1)OC)C)C tert-Butyl 2-(tert-butyldimethylsilyloxy)-4-(1-(4-methoxybenzyloxy)propan-2-ylamino)-3-methyl-4-oxobutyl(methyl)carbamate